oxo-1,6-dihydropyrimidine-4-carboxamide O=C1C=C(N=CN1)C(=O)N